2,5-dioxopyrrolidin-1-yl (2,2-difluoro-2-(4-(1-(4-(trifluoromethoxy)phenyl)-1H-1,2,4-triazol-3-yl)phenyl)ethyl)carbamate FC(CNC(ON1C(CCC1=O)=O)=O)(C1=CC=C(C=C1)C1=NN(C=N1)C1=CC=C(C=C1)OC(F)(F)F)F